C(C1=CC=C(C=C1)C(C(C)(C)O)=O)C1=CC=C(C=C1)C(C(C)(O)C)=O 1'-(methylene-di-4,1-phenylene)bis(2-hydroxy-2-methyl-1-propanone)